FC1=C(C=C(C=C1)N(C(=O)C=1C=CC=2N(C1)C(=CN2)C=2C=NC(=CC2)NC(CC)=O)C)OC N-(4-fluoro-3-methoxy-phenyl)-N-methyl-3-[6-(propanoylamino)-3-pyridyl]imidazo[1,2-a]pyridine-6-carboxamide